C(#N)C1=CC=2N(N=C1)C(=CC2)C2=NC=C(C(=O)NC[C@H](C(C)(C)O)F)C(=C2)NC2CCC(CC2)C=2SC(=NN2)C 6-(3-cyanopyrrolo[1,2-b]pyridazin-7-yl)-N-((R)-2-fluoro-3-hydroxy-3-methylbutyl)-4-(((1r,4R)-4-(5-methyl-1,3,4-thiadiazol-2-yl)cyclohexyl)amino)nicotinamide